1-[2-[2-(8-chloro-4-oxo-chromen-2-yl)-5-(trifluoromethyl)phenoxy]ethyl]-N-cyclopropylsulfonyl-pyrrolidine-2-carboxamide ClC=1C=CC=C2C(C=C(OC12)C1=C(OCCN2C(CCC2)C(=O)NS(=O)(=O)C2CC2)C=C(C=C1)C(F)(F)F)=O